COC1=CC=C(CN2C(C3=C4C(C(=CC=C24)N2N=CC=C2C(F)(F)F)=CC=C3)=C=O)C=C1 1-(1-(4-methoxybenzyl)-2-carbonyl-1,2-dihydrobenzo[cd]indol-6-yl)-5-trifluoromethyl-1H-pyrazole